C(CCC)OCCOC(CCCCC(=O)OCCOCCCC)=O di-(2-butoxyethyl)-adipate